4-[2-(isoquinolin-5-yloxy)-5-(methylsulfonyl)phenyl]-6-methyl-1,6-dihydro-7H-pyrrolo[2,3-c]pyridin-7-one C1=NC=CC2=C(C=CC=C12)OC1=C(C=C(C=C1)S(=O)(=O)C)C=1C2=C(C(N(C1)C)=O)NC=C2